C(C)C(C(=O)OOOC(C)(C)CC)CCCC tertamylperoxy 2-ethylhexanoate